3-(bromomethyl)-5-ethoxy-1-methyl-1H-pyrazole BrCC1=NN(C(=C1)OCC)C